CN1S(C2=C(C(C3=C1C=NC=C3)=O)C=CC=C2)(=O)=O 11-Methylbenzo[f]pyrido[3,4-c][1,2]thiazepin-5(11H)-one 10,10-dioxide